FC(C1=NN=C(O1)C1=CC=C2CN(C(C2=C1)=O)[C@@H]([C@@H](O)C1=CC(=CC=C1)F)C1=NC=CN=C1)F |o1:17,18| 6-[5-(difluoromethyl)-1,3,4-oxadiazol-2-yl]-2-[(1R*,2S*)-2-(3-fluorophenyl)-2-hydroxy-1-(pyrazin-2-yl)ethyl]-2,3-dihydro-1H-isoindol-1-one